ethyl (R)-2-bromo-2-(2-bromo-7-(4-chlorophenyl)-5-methylbenzo[d]thiazol-6-yl)acetate Br[C@@H](C(=O)OCC)C1=C(C2=C(N=C(S2)Br)C=C1C)C1=CC=C(C=C1)Cl